2-bromo-4-neopentylpyridine BrC1=NC=CC(=C1)CC(C)(C)C